ClC1=C(C=NC2=C(C=C(C=C12)B(O)O)F)C(C)(C)O (4-chloro-8-fluoro-3-(2-hydroxypropan-2-yl)quinolin-6-yl)boronic acid